1-(4-(2-amino-7-chloro-6-(4-chlorophenyl)quinazolin-4-yl)piperazin-1-yl)prop-2-en-1-one NC1=NC2=CC(=C(C=C2C(=N1)N1CCN(CC1)C(C=C)=O)C1=CC=C(C=C1)Cl)Cl